C(#N)C=1C2=C(SC1NC(OC(C)(C)C)=O)C(=CC=C2B2OC(CO2)(C)C)F tert-butyl (3-cyano-4-(5,5-dimethyl-1,3,2-dioxaborol-2-yl)-7-fluorobenzo[b]thiophen-2-yl)carbamate